trifluorophenylpyrimidine-gallic acid FC1=C(C(=O)O)C(=C(C(=C1O)O)O)C1=NC(=C(C(=N1)C1=CC=CC=C1)F)F